2-(2-propenoyl-2-azaspiro[3.3]heptan-6-yl)-1-amino-4-(4-((4-ethylpyridin-2-yl)carbamoyl)phenyl)-1H-imidazole-5-carboxamide C(C=C)(=O)N1CC2(C1)CC(C2)C=2N(C(=C(N2)C2=CC=C(C=C2)C(NC2=NC=CC(=C2)CC)=O)C(=O)N)N